C(C1=CC=CC=C1)N1N=NC(=C1C(F)F)CC#N 2-(1-benzyl-5-(difluoromethyl)-1H-1,2,3-triazol-4-yl)acetonitrile